FC(C(=O)O)(F)F.C(C(C)C)NC=1NC(=CN1)C1=NC=CC(=C1)C=1C=NC=C(C1)OC N-Isobutyl-5-(5-methoxy-3,4'-bipyridin-2'-yl)-1H-imidazol-2-amine trifluoroacetate salt